NC1CN(CCC1)C1=NC=C(C(=N1)NC1=CN(C(C(=C1)C1=CC=C(C=C1)Cl)=O)C(C)C)C(=O)N 3-aminopiperidin-1-yl-4-((5-(4-chlorophenyl)-1-isopropyl-6-oxo-1,6-dihydropyridin-3-yl)amino)pyrimidine-5-carboxamide